NC[C@@H]1N(C(N(C1)CC(=O)OC(C)(C)C)=O)C tert-butyl (S)-2-(4-(aminomethyl)-3-methyl-2-oxoimidazolidin-1-yl)acetate